titanium(IV) chloride triisopropoxide CC([O-])C.CC([O-])C.CC([O-])C.[Ti](Cl)(Cl)(Cl)Cl